C(=CC)N1CC(CCC1)N1N=C(C2=C1N=CN([C@H]2N)CCC(=O)O)C2=CC=C(C=C2)OC2=CC=CC=C2 (R)-3-(1-(1-propenylpiperidin-3-yl)-4-amino-3-(4-phenoxyphenyl)-1,4-dihydro-5H-pyrazolo[3,4-d]pyrimidin-5-yl)propionic acid